ClC1=NC(=C2C(=N1)N(N=C2)[C@H]2[C@@H]([C@@H]([C@H](O2)COC(S(=O)(=O)C)P(O)(O)=O)O)O)NC2CCCC2 ((((2R,3S,4R,5R)-5-(6-chloro-4-(cyclopentylamino)-1H-pyrazolo[3,4-d]pyrimidin-1-yl)-3,4-dihydroxytetrahydrofuran-2-yl)methoxy)(methylsulfonyl)methyl)phosphonic acid